[3-[3-(3-methyl-1H-pyrazol-5-yl)-1-bicyclo[1.1.1]pentanyl]azetidin-1-yl]-[(3S)-3-(1H-1,2,4-triazol-5-yl)pyrrolidin-1-yl]methanone CC1=NNC(=C1)C12CC(C1)(C2)C2CN(C2)C(=O)N2C[C@H](CC2)C2=NC=NN2